N1N=C(N=C1)[NH-] (S-triazolyl)amide